C[Si](N([Si](C)(C)C)CCC[Si](OCC)(OCC)C)(C)C 3-[N,N-bis(trimethylsilyl)amino]propylmethyldiethoxysilane